1,1,1,3-tetrachloro-4,4,4-trifluorobutane ClC(CC(C(F)(F)F)Cl)(Cl)Cl